ClC=1C=C(C=C(C1)OC(F)(F)F)NC(NC1=C(C(=O)N)C=CC(=C1)Cl)=O 2-[3-(3-chloro-5-trifluoromethoxyphenyl)ureido]-4-chlorobenzamide